(E)-4-O-beta-D-glucopyranosyl-p-coumaric acid [C@@H]1([C@H](O)[C@@H](O)[C@H](O)[C@H](O1)CO)OC1=CC=C(/C=C/C(=O)O)C=C1